5-(2,3-dimethyl-3H-imidazo[4,5-b]pyridin-5-yl)-N-(cis-3-(4-methylpiperazin-1-yl)cyclobutyl)pyrrolo[2,1-f][1,2,4]triazin-2-amine CC1=NC=2C(=NC(=CC2)C=2C=CN3N=C(N=CC32)N[C@@H]3C[C@@H](C3)N3CCN(CC3)C)N1C